C(CCC)C1(NS(C2=C(N(C1)C1=CC=CC=C1)C=C(C(=C2)OCC(=O)O)SC)(=O)=O)CCCC 2-((3,3-dibutyl-7-(methylthio)-1,1-dioxido-5-phenyl-2,3,4,5-tetrahydrobenzo[f][1,2,5]thiadiazepin-8-yl)oxy)acetic acid